4-(6-methoxypyrazolo[1,5-a]pyridin-5-yl)-1-methylpiperidin-4-ol COC=1C(=CC=2N(C1)N=CC2)C2(CCN(CC2)C)O